NC1=C2N=CN(C2=NC(=N1)Cl)C1CCC(CC1)C(=O)NC=1SC=2CN(CCC2N1)C1CC1 4-(6-amino-2-chloro-9H-purin-9-yl)-N-(5-cyclopropyl-4,5,6,7-tetrahydro[1,3]thiazolo[5,4-c]pyridin-2-yl)cyclohexanecarboxamide